ClC=1C=CC(=C(C1)C1=CC(N(C=C1OC)C(C(=O)NC1=CC(=CC=C1)OC)F)=O)C#N 2-(4-(5-chloro-2-cyanophenyl)-5-methoxy-2-oxopyridin-1(2H)-yl)-2-fluoro-N-(3-methoxyphenyl)acetamide